3-(methoxymethyl)-1-tritylaziridine-2-carboxylate COCC1C(N1C(C1=CC=CC=C1)(C1=CC=CC=C1)C1=CC=CC=C1)C(=O)[O-]